C(C)(C)(C)OC(=O)N1CC2(C1)CC(C2)(C(=C)C)O 6-hydroxy-6-(prop-1-en-2-yl)-2-azaspiro[3.3]Heptane-2-carboxylic acid tert-butyl ester